6-butyl-3-[(2E)-3,7-dimethylocta-2,6-dien-1-yl]-2,4-dihydroxybenzoic acid C(CCC)C1=CC(=C(C(=C1C(=O)O)O)C\C=C(\CCC=C(C)C)/C)O